2-methylimidazo[1,2-b]pyridazine-8-carbonitrile trihydrochloride Cl.Cl.Cl.CC=1N=C2N(N=CC=C2C#N)C1